nitramide N[N+](=O)[O-]